COC(=O)C1=C(OS(=O)(=O)N2CCN(CC2)C(=O)OC(C)(C)C)C=CC=C1 tert-butyl 4-((2-(methoxy carbonyl)phenoxy)sulfonyl)piperazine-1-carboxylate